OCC=1C=NC=2C3=C(C(NC2C1)=O)C=CO3 7-(hydroxymethyl)furano[3,2-c][1,5]naphthyridine-4(5H)-one